C1(=C(C(=C(C(=C1[2H])[2H])[2H])[2H])[2H])C1=CC(=CN1)C(=O)OC methyl 5-(phenyl-d5)-1H-pyrrole-3-carboxylate